(S)-4-(4-(tertbutoxycarbonyl)-5-methyl-1,4-diazepan-1-yl)-8-cyclopropyl-1,6-dimethyl-2-oxo-1,2-dihydro-1,7-naphthyridine-3-carboxylic acid C(C)(C)(C)OC(=O)N1CCN(CC[C@@H]1C)C1=C(C(N(C2=C(N=C(C=C12)C)C1CC1)C)=O)C(=O)O